C(C)[C@H]1N(C[C@@H](N(C1)C=1C2=C(N(C(N1)=O)C)N(N=N2)CC2(CCC2)O)C)C(C)C2=CC=C(C=C2)C(F)(F)F 7-((2S,5R)-5-Ethyl-2-methyl-4-(1-(4-(trifluoromethyl)phenyl)ethyl)piperazin-1-yl)-3-((1-hydroxycyclobutyl)methyl)-4-methyl-3,4-dihydro-5H-[1,2,3]triazolo[4,5-d]pyrimidin-5-one